C12CN(CC2C1)[C@H](C)C1=CC(=C2CN(C(C2=C1)=O)C1=CC(=CC=C1)C1(COC1)CC1=NN=CN1C)C(F)(F)F 6-((1R)-1-(3-azabicyclo[3.1.0]hexan-3-yl)ethyl)-2-(3-(3-((4-methyl-4H-1,2,4-triazol-3-yl)-methyl)oxetan-3-yl)phenyl)-4-(trifluoromethyl)isoindolin-1-one